5-benzyl 1-(tert-butyl) (S)-2-((1H-imidazole-1-carbonyl)oxy)pentanedioate N1(C=NC=C1)C(=O)O[C@H](C(=O)OC(C)(C)C)CCC(=O)OCC1=CC=CC=C1